N-(methyl-d3)-4-((6-methyl-5,6-dihydropyrazino[2,3-c]quinolin-7-yl)amino)nicotinamide C(NC(C1=CN=CC=C1NC1=CC=CC=2C3=C(CN(C12)C)N=CC=N3)=O)([2H])([2H])[2H]